C(C1=CC=CC=C1)NCCC1(N=C(SC1)N)C 4-(2-(benzylamino)ethyl)-4-methylthiazol-2-amine